methyl 5-(8-(2-acetyl-6-(tetrahydro-2H-pyran-4-yl)isoindol-4-yl)isoquinolin-3-yl)picolinate C(C)(=O)N1C=C2C=C(C=C(C2=C1)C=1C=CC=C2C=C(N=CC12)C=1C=CC(=NC1)C(=O)OC)C1CCOCC1